O=CCN1CCN(CCN(CCN(CC1)CC(=O)O)CC(=O)O)CC(=O)O 10-oxoethyl(1,4,7,10-tetraazacyclododecane-1,4,7-triyl)triacetic acid